Cl.Cl.ClC=1C(=NC2=CC=C(C=C2C1)N[C@H]1CNCC1)N1CCNCC1 3-chloro-2-piperazin-1-yl-N-[(3R)-pyrrolidin-3-yl]quinolin-6-amine dihydrochloride